ClC=1C(=C(C=CC1)NC1=CC(=NC=C1C(=O)NOC)NC1=NC(=CC=C1)F)N(S(=O)(=O)C)C 4-((3-Chloro-2-(N-methylmethanesulfonamido)phenyl)amino)-6-((6-fluoropyridin-2-yl)amino)-N-methoxynicotinamide